(S)-methyl (6-((2-amino-2,4-dimethylpentyl)oxy)-5-methyl-[3,4'-bipyridin]-2'-yl)carbamate N[C@](COC1=C(C=C(C=N1)C1=CC(=NC=C1)NC(OC)=O)C)(CC(C)C)C